FC=1C=C(C=C(C1)F)C1CC=NN1C(=O)C1CCN(CC12CC2)C2=CC(=NC=N2)C#N 6-(8-(5-(3,5-difluorophenyl)-4,5-dihydro-1H-pyrazole-1-carbonyl)-5-azaspiro[2.5]oct-5-yl)pyrimidine-4-carbonitrile